O=C[C@H](O)[C@@H](O)[C@@H](O)[C@H](O)C(=O)OCC(O)CO glycerol D-galacturonate